Cl.Cl.N1=CC=C(C=C1)C=1NC(=NN1)C1(CCNCC1)NC=1C=C(C(=O)N)C=CC1 3-(4-(5-(pyridin-4-yl)-4H-1,2,4-triazol-3-yl)piperidin-4-ylamino)benzamide dihydrochloride